Calcium tetrafluoroborate salt F[B-](F)(F)F.[Ca+2].F[B-](F)(F)F